2-(3,3-difluoropyrrolidin-1-yl)-3-oxo-3-phenylpropanenitrile FC1(CN(CC1)C(C#N)C(C1=CC=CC=C1)=O)F